3-(4-(4-amino-4-methylpiperidin-1-yl)phenyl)-5-(2-fluoro-6-methoxyphenyl)-1H-pyrazolo[4,3-c]pyridazin-6(5H)-one NC1(CCN(CC1)C1=CC=C(C=C1)C1=NNC=2C1=NN(C(C2)=O)C2=C(C=CC=C2OC)F)C